(R or S)-N-{6-[cyclopropyl(hydroxy)methyl]pyridin-3-yl}-1-[4-fluoro-2-(2,2,2-trifluoroethoxy)phenyl]-2-oxo-1,2-dihydropyridine-3-carboxamide C1(CC1)[C@H](C1=CC=C(C=N1)NC(=O)C=1C(N(C=CC1)C1=C(C=C(C=C1)F)OCC(F)(F)F)=O)O |o1:3|